NC1=NC=CC=C1C1=NC=2C(=NC=CN2)N1C1=CC=C(C=C1)CO (4-(2-(2-Aminopyridin-3-yl)-1H-imidazo[4,5-b]pyrazin-1-yl)phenyl)methanol